17α-hydroxy-21-[4-[2,6-bis(diethylamino)-4-pyrimidinyl]-1-piperazinyl]-pregn-4-ene-3,20-dione O[C@]1(C(CN2CCN(CC2)C2=NC(=NC(=C2)N(CC)CC)N(CC)CC)=O)CC[C@H]2[C@@H]3CCC4=CC(CC[C@]4(C)[C@H]3CC[C@]12C)=O